C(C)(C)(C)OC(=O)N1C(CN(CC1)C=1C2=C(N=CN1)N(C=C2C2CC2)C2=CC(=CC(=C2)F)F)C(F)F 4-(5-Cyclopropyl-7-(3,5-difluorophenyl)-7H-pyrrolo[2,3-d]pyrimidin-4-yl)-2-(difluoromethyl)piperazine-1-carboxylic acid tert-butyl ester